CC1(CC(CNC1)O)C 5,5-dimethylpiperidin-3-ol